C([C@@H]1[C@H]([C@@H]([C@H]([C@H](O1)OC[C@@H]2[C@H]([C@@H]([C@H]([C@H](O2)O[C@@H]3[C@@H]([C@H]([C@@H]([C@H](O3)CO)O)O)O)O)O)O)O)O)O)O The molecule is a glucotriose that is alpha-D-glucopyranosyl-(1->6)-alpha-D-glucopyranoside in which the anomeric hydroxy group has been converted into the corresponding alpha-D-glucopyranoside. An unusual trisaccharide abundant in the silverleaf whitefly, Bemisia argentifolii. It is a glucotriose and a glycosyl glycoside derivative.